2-(6-Aminopyridin-2-yl)-N-cyclopropyl-7-hydroxy-4-neopentyl-5-oxo-4,5-dihydropyrazolo[1,5-a]pyrimidine-6-carboxamide hydrochloride Cl.NC1=CC=CC(=N1)C1=NN2C(N(C(C(=C2O)C(=O)NC2CC2)=O)CC(C)(C)C)=C1